FC1=C(CC=2C=C3C(=NNC3=CC2)\C=C\C2=NC=CC=C2)C=CC=C1F (E)-5-(2,3-difluorobenzyl)-3-(2-(pyridin-2-yl)vinyl)-1H-indazole